tert-butyl ((1S,2R,4s,7R)-1-hydroxy-2-((S)-5H-imidazo[5,1-a]isoindol-5-yl)spiro[3.5]nonan-7-yl)carbamate O[C@H]1[C@H](CC12CCC(CC2)NC(OC(C)(C)C)=O)[C@@H]2N1C(C3=CC=CC=C23)=CN=C1